SC1N(CCCC1)C(=O)[O-] mercaptopiperidine-1-carboxylate